9-(2-((2-(diethylamino)ethyl)amino)pyrimidin-5-yl)-6,7-dimethoxynaphtho[2,3-c]furan-1(3H)-one C(C)N(CCNC1=NC=C(C=N1)C1=C2C=C(C(=CC2=CC2=C1C(OC2)=O)OC)OC)CC